C1(CC1)C1=NC(=C(C#N)C=C1)NC1=NC(=CC=C1)OC(F)(F)F 6-cyclopropyl-2-((6-(trifluoromethoxy)pyridin-2-yl)amino)nicotinonitrile